O-methyl-gallic acid COC(C1=CC(O)=C(O)C(O)=C1)=O